(1R,2S,5S)-6,6-dimethyl-3-[(2S,3R)-3-phenoxy-2-[(2,2,2-trifluoroacetyl)amino]butanoyl]-3-azabicyclo[3.1.0]hexane-2-carboxylic acid CC1([C@H]2CN([C@@H]([C@@H]12)C(=O)O)C([C@H]([C@@H](C)OC1=CC=CC=C1)NC(C(F)(F)F)=O)=O)C